OCCONC1=CC=C(C=C1)N hydroxyethyloxy-p-phenylenediamine